1,4-bis(3-hydroxypropyl)-1-ethylpiperazinium OCCC[N+]1(CCN(CC1)CCCO)CC